ClC=1C(=NC=CC1)C(C)(C)NC1=NC=C(C=N1)C=1C=NNC1 [1-(3-chloro(2-pyridyl))-isopropyl](5-pyrazol-4-ylpyrimidin-2-yl)amine